(S)-6-bromo-2-(chloromethyl)-3-(oxetan-2-ylmethyl)-3H-imidazo[4,5-b]pyridine BrC=1C=C2C(=NC1)N(C(=N2)CCl)C[C@H]2OCC2